NC1=NN=C(S1)C(CC(F)F)O (5-amino-1,3,4-thiadiazol-2-yl)-3,3-difluoropropan-1-ol